phosphonium tetrakis(pentafluorophenyl)borate FC1=C(C(=C(C(=C1[B-](C1=C(C(=C(C(=C1F)F)F)F)F)(C1=C(C(=C(C(=C1F)F)F)F)F)C1=C(C(=C(C(=C1F)F)F)F)F)F)F)F)F.[PH4+]